tert-butyl (3S)-3-[(5-amino-6-bromo-3-fluoro-2-pyridyl)oxy]pyrrolidine-1-carboxylate NC=1C=C(C(=NC1Br)O[C@@H]1CN(CC1)C(=O)OC(C)(C)C)F